(4-sec-butylcyclohexyl) tert-pentyl fumarate C(\C=C\C(=O)OC(C)(C)CC)(=O)OC1CCC(CC1)C(C)CC